FC1=CC(=C(C=C1)NN(C(=O)OC(C)(C)C)C)[N+](=O)[O-] tert-butyl 2-(4-fluoro-2-nitrophenyl)-1-methylhydrazine-1-carboxylate